OC=1C(=NSC1C(=O)OC)C1=CC=CC=C1 METHYL 4-HYDROXY-3-PHENYLISOTHIAZOLE-5-CARBOXYLATE